tert-butyl 3,3-difluoro-4-(5-((2-fluorobenzyl)oxy)-2-methylbenzofuran-3-carboxamido)piperidine-1-carboxylate FC1(CN(CCC1NC(=O)C1=C(OC2=C1C=C(C=C2)OCC2=C(C=CC=C2)F)C)C(=O)OC(C)(C)C)F